4-((R)-3-((5-Chloro-4-(1H-indol-3-yl)pyrimidin-2-yl)amino)pyrrolidin-1-yl)piperidine ClC=1C(=NC(=NC1)N[C@H]1CN(CC1)C1CCNCC1)C1=CNC2=CC=CC=C12